tetrakis(ethylmethylamino)tin C(C)N(C)[Sn](N(CC)C)(N(CC)C)N(CC)C